4-azidotetrahydro-2H-thiopyran N(=[N+]=[N-])C1CCSCC1